2-(2-bromophenyl)piperazine zirconium mono-n-propoxide tris(ethylacetoacetate) C(C)CC(CC(=O)[O-])=O.C(C)CC(CC(=O)[O-])=O.C(C)CC(CC(=O)[O-])=O.[O-]CCC.[Zr+4].BrC1=C(C=CC=C1)C1NCCNC1